ClC1=C(C(=CC=C1)F)C(C)(C)C1=NOC(N1CC1CCCCC1)=O 3-[2-(2-chloro-6-fluorophenyl)propan-2-yl]-4-(cyclohexylmethyl)-4,5-dihydro-1,2,4-oxadiazol-5-one